C(C1=CC=CC=C1)OC1=NC(=CC=C1C1=NN(C2=C(C=CC=C12)C=1CCN(CC1)CC1CCN(CC1)C(=O)OC(C)(C)C)C)OCC1=CC=CC=C1 tert-butyl 4-((4-(3-(2,6-bis(benzyloxy)pyridin-3-yl)-1-methyl-1H-indazol-7-yl)-3,6-dihydropyridin-1(2H)-yl)methyl)piperidine-1-carboxylate